ClC1=NC=C2C=CC(=NC2=C1)C(C)C1CCNCC1 7-chloro-2-[1-(piperidin-4-yl)ethyl]-1,6-naphthyridine